Racemic-N-[4-(3-anilino-5-methyl-4-oxo-4,5,6,7-tetrahydro-1H-pyrrolo[3,2-c]pyridin-2-yl)pyridin-2-yl]-4-(morpholin-4-yl)-2-phenylbutanamide N(C1=CC=CC=C1)C1=C(NC2=C1C(N(CC2)C)=O)C2=CC(=NC=C2)NC([C@H](CCN2CCOCC2)C2=CC=CC=C2)=O |r|